C12CC(CC(CC1)N2)OCC=2C(=NOC2C2CC2)C2=C(C=CC=C2)OC(F)(F)F 4-((8-azabicyclo[3.2.1]oct-3-yloxy)methyl)-5-cyclopropyl-3-(2-(trifluoromethoxy)phenyl)isoxazole